O[C@H]1C2CCC(C1)N2CC(=O)C2=C(N(C(=C2)CCCCSC)C2=CC=C(C#N)C=C2)C (±)-4-(3-(2-((2R)-2-hydroxy-7-azabicyclo[2.2.1]heptan-7-yl)acetyl)-2-methyl-5-(4-(methylthio)butyl)-1H-pyrrol-1-yl)benzonitrile